[N+](=O)([O-])C1=C(C=CC=C1Cl)C1=CNC=C1Cl 3-(2-nitro-3-chlorophenyl)-4-chloropyrrole